N1OC(C=2C=NC=3C=CC=CC3C21)=O 1H-[1,2]oxazolo[4,3-c]quinolin-3-one